methyl (2S)-5-dimethoxyphosphoryl-4-oxo-2-(tritylamino)pentanoate COP(=O)(OC)CC(C[C@@H](C(=O)OC)NC(C1=CC=CC=C1)(C1=CC=CC=C1)C1=CC=CC=C1)=O